O[C@H]1C[C@H](C1)OC1=C(C=C2C(=N1)OC(C2)(C)C)C(=O)NC2=NC(=CC=C2)C=2C=NN(C2)C 6-(cis-3-Hydroxycyclobutoxy)-2,2-dimethyl-N-(6-(1-methyl-1H-pyrazol-4-yl)pyridin-2-yl)-2,3-dihydrofuro[2,3-b]pyridine-5-carboxamide